(R)-(4-fluorophenyl) ethylene oxide FC1=CC=C(C=C1)[C@@H]1CO1